N1OC(=C2[N+]1=CC=C2)[O-] pyrrolo[1,2-c][1,2,3]oxadiazol-7-ium-3-olate